C(CCCCCCCCCCC)(=O)N[C@@H](CC(=O)[O-])C(=O)[O-].[Na+].[Na+] sodium lauroylaspartate